C(C)(C)(C)OC(=O)N[C@H](C(=O)O)CCOC (S)-2-((tert-butoxycarbonyl)amino)-4-methoxybutyric acid